5-Fluoro-6-[7-methoxy-3-methyl-8-(1-methyl-1H-pyrazol-4-yl)-2-oxo-2,3-dihydroimidazo[4,5-c]quinolin-1-yl]-N-methyl-nicotinamide FC=1C(=NC=C(C(=O)NC)C1)N1C(N(C=2C=NC=3C=C(C(=CC3C21)C=2C=NN(C2)C)OC)C)=O